2-[3-ethylsulfonyl-6-(trifluoromethyl)imidazo[1,2-a]pyridin-2-yl]-6-(trifluoromethylsulfonyl)isoindolin-1-one C(C)S(=O)(=O)C1=C(N=C2N1C=C(C=C2)C(F)(F)F)N2C(C1=CC(=CC=C1C2)S(=O)(=O)C(F)(F)F)=O